2-(2-methoxy-4-(4-(6-(N-methylcarbamoylamino)-1H-indol-2-yl)phenoxy)phenyl)-N-methyl-1H-indole-6-carboxamide COC1=C(C=CC(=C1)OC1=CC=C(C=C1)C=1NC2=CC(=CC=C2C1)NC(NC)=O)C=1NC2=CC(=CC=C2C1)C(=O)NC